ClC1=C(NC=2NSC=3C2N=CC(N3)=COS(=O)(=O)C3=CC=C(C)C=C3)C=CC=C1C1=CC3=C(OCCO3)C=C1 3-(2-chloro-3-(1,4-benzodioxan-6-yl)anilino)-6-(p-toluenesulfonyloxymethylene)isothiazolo[4,5-b]pyrazine